2-(trans-4-(((trans-4-(3-Cyano-4-methoxyphenyl)cyclohexyl)methyl)(4-(1-isopropyl-1H-pyrazol-4-yl)pyridin-2-yl)carbamoyl)cyclohexyl)acetic acid C(#N)C=1C=C(C=CC1OC)[C@@H]1CC[C@H](CC1)CN(C(=O)[C@@H]1CC[C@H](CC1)CC(=O)O)C1=NC=CC(=C1)C=1C=NN(C1)C(C)C